5-fluoro-7-{8-[3-(1H-imidazol-1-yl)propoxy]-2-methylimidazo[1,2-b]pyridazin-6-yl}-3-(piperidin-4-yl)cinnoline FC1=C2C=C(N=NC2=CC(=C1)C=1C=C(C=2N(N1)C=C(N2)C)OCCCN2C=NC=C2)C2CCNCC2